FC1=C(C=CC(=C1)C)CC(=O)NC1=CC(=C(C=C1)C=1C=NC=C(C1)F)S(N)(=O)=O 2-(2-fluoro-4-methylphenyl)-N-[4-(5-Fluoropyridin-3-yl)-3-sulfamoylphenyl]Acetamide